ClC=1C(N(C(=CC1OC([2H])([2H])C1=NC=C(C=C1F)F)C)C1=C(C(=NC=C1C)C1=C(C(=NC=C1)C(C)(C)O)F)F)=O rel-3-chloro-1-[3,3'-difluoro-2'-(2-hydroxypropan-2-yl)-5-methyl-[2,4'-bipyridin]-4-yl]-4-[(3,5-difluoropyridin-2-yl)(2H2)methoxy]-6-methylpyridin-2-one